FC1=CC=C(C=C1)C1C(=NOC12C(C1=CC=CN1C2)=O)C2=C(C=CC=C2)OCC=2N=NN(C2)[C@H]2OC[C@@H]([C@@H]([C@H]2O)O)O 4-(4-fluorophenyl)-3-(2-((1-((2S,3R,4S,5S)-3,4,5-trihydroxytetrahydro-2H-pyran-2-yl)-1H-1,2,3-triazol-4-yl)methoxy)phenyl)-1'H,3'H,4H-spiro[isoxazole-5,2'-pyrrolizine]-1'-one